3-{5-[(R)-(1,3-Dimethyl-azetidin-3-yl)-hydroxy-(4-isopropyl-phenyl)-methyl]-pyridin-3-yl}-1-ethyl-cyclopent-2-enol CN1CC(C1)(C)[C@@](C=1C=C(C=NC1)C1=CC(CC1)(O)CC)(C1=CC=C(C=C1)C(C)C)O